ClC1=CC=CC(=N1)C(CNC(=O)C1=NN(C=N1)C1=C(C=C(C=C1)F)F)(C)C=1C=NN(C1)C N-[2-(6-chloro-2-pyridinyl)-2-(1-methylpyrazol-4-yl)propyl]-1-(2,4-difluorophenyl)-1,2,4-triazole-3-carboxamide